5-(5-iodo-1,3-dihydroisobenzofuran-4-yl)-1-methyl-pyrazole IC=1C(=C2COCC2=CC1)C1=CC=NN1C